C1(CCCCC1)C1=C(C=C(C=C1OC)\C=C\C1=C(C(=CC=C1)F)F)OC (E)-2-cyclohexyl-5-(2,3-difluorostyryl)-1,3-dimethoxybenzene